CN(C1(CCC2(CN(C(N2)=O)C=2C=NC(=NC2)N2CCCC2)CC1)C1=CC=CC=C1)C cis-8-dimethylamino-8-phenyl-3-(2-pyrrolidin-1-yl-pyrimidin-5-yl)-1,3-diazaspiro[4.5]decan-2-one